FC1=CC=C(OCC2N(C3CC(C2)C3)C(=O)C=3N=C(SC3C3=CC=CC=C3)C)C=C1 3-[(4-fluorophenoxy)methyl]-2-(2-methyl-5-phenyl-1,3-thiazole-4-carbonyl)-2-azabicyclo[3.1.1]heptane